CS(=O)(=O)N1CCC2=CC=C(C=C12)N1C=NC=2C1=NC(=CC2)B2OC(C(O2)(C)C)(C)C 3-(1-(methylsulfonyl)indolin-6-yl)-5-(4,4,5,5-tetramethyl-1,3,2-dioxaborolan-2-yl)-3H-imidazo[4,5-b]pyridine